2-[(4S)-4-aminopentyl]-4-methyl-6-[5-(trifluoromethyl)pyrimidin-2-yl]isoquinolin-1-one N[C@H](CCCN1C(C2=CC=C(C=C2C(=C1)C)C1=NC=C(C=N1)C(F)(F)F)=O)C